C1(CCCCC1)C1=C(C=C(C(=C1)C(C)(C)C1=CC=C(C=C1)O)C)O 2-cyclohexyl-4-(2-(4-hydroxyphenyl)propan-2-yl)-5-methylphenol